C1(=CC=CC=C1)C=1C(=C(C(=C2CC3=CC=CC=C3C12)C=CC(=O)OOCC)C=CC(=O)[O-])C1=CC=CC=C1 ethoxy diphenylfluorenediacrylate